N1C(=CC=C1)C(=O)OC=1C=C(C(=O)OC=2C=C(C(=O)OC=3C=C(C(=O)OC=4C=C(C(=O)O)C=C(C4O)O)C=C(C3O)O)C=C(C2O)O)C=C(C1O)O 3-((3-((3-((3-((1H-pyrrole-2-carbonyl)oxy)-4,5-dihydroxybenzoyl)oxy)-4,5-dihydroxybenzoyl)oxy)-4,5-dihydroxybenzoyl)oxy)-4,5-dihydroxybenzoic acid